N-{(2S,3R)-4,4-difluoro-1-((1s,3R)-3-fluorocyclobutane-1-carbonyl)-2-[(2,2',5'-trifluoro[1,1'-biphenyl]-3-yl)methyl]pyrrolidin-3-yl}ethanesulfonamide FC1([C@@H]([C@@H](N(C1)C(=O)C1CC(C1)F)CC=1C(=C(C=CC1)C1=C(C=CC(=C1)F)F)F)NS(=O)(=O)CC)F